tert-butyl (2S)-2-[7-(3-amino-1-methyl-propyl)-5-cyclopropyl-pyrazolo[1,5-a]pyrimidin-2-yl]piperidine-1-carboxylate NCCC(C)C1=CC(=NC=2N1N=C(C2)[C@H]2N(CCCC2)C(=O)OC(C)(C)C)C2CC2